4-(3-chloro-5-isopropylisoquinol-8-yl)-2-methylbutan-3-yn-2-ol ClC=1N=CC2=C(C=CC(=C2C1)C(C)C)C#CC(C)(O)C